FC1=C(C(=C(C=C1F)F)F)OC(C1=CC=C(C=C1)CCCC1N(CCN(CCN(CCN(C1)CC(OC(C)(C)C)=O)CC(OC(C)(C)C)=O)CC(OC(C)(C)C)=O)CC(=O)OC(C)(C)C)=O.COC1=C(C(=CC=C1)[N+](=O)[O-])C=C(C)C 1-Methoxy-2-(2-methyl-propenyl)-3-nitrobenzene (2,3,5,6-tetrafluorophenyl)4-[3-[1,4,7,10-tetrakis(2-tert-butoxy-2-oxo-ethyl)-1,4,7,10-tetrazacyclododec-2-yl]propyl]benzoate